C(C)(C)(C)[C@H]1CC=2C=C(C(=NC2C(C1=CN(C)C)=O)Cl)OCCCOC |r| (RS)-6-(tert-butyl)-2-chloro-7-((dimethylamino)methylene)-3-(3-methoxypropoxy)-6,7-dihydroquinolin-8(5H)-one